FC=1C=C(C=CC1)NC=1N=NC(=C(N1)C=1OC(=CN1)C)C1=C(C=NC=C1)F N-(3-fluorophenyl)-6-(3-fluoropyridin-4-yl)-5-(5-methyl-oxazol-2-yl)-1,2,4-triazin-3-amine